1-(4-((5-(2-(2-aminopyridin-3-yl)-5-(1H-pyrazol-1-yl)-3H-imidazo[4,5-b]pyridin-3-yl)-2,3-dihydro-1H-inden-1-yl)methyl)piperazin-1-yl)prop-2-en-1-one NC1=NC=CC=C1C1=NC=2C(=NC(=CC2)N2N=CC=C2)N1C=1C=C2CCC(C2=CC1)CN1CCN(CC1)C(C=C)=O